(R)-N-(3-((5-chloro-3-methyl-4-oxo-3,4-dihydroquinazolin-6-yl)amino)-2,4,5-trifluorophenyl)-3-fluoropyrrolidine-1-sulfonamide trifluoroacetate FC(C(=O)O)(F)F.ClC1=C2C(N(C=NC2=CC=C1NC=1C(=C(C=C(C1F)F)NS(=O)(=O)N1C[C@@H](CC1)F)F)C)=O